N[C@H]1CS(C2=C(N(C1=O)CC1=CC=C(C=C1)OC(F)(F)F)C=C(C=C2)C=2OC(=NN2)C21CNCC(C2)C1)(=O)=O (3R)-3-amino-7-[5-(3-azabicyclo[3.1.1]heptan-1-yl)-1,3,4-oxadiazol-2-yl]-1,1-dioxo-5-[[4-(trifluoromethoxy)phenyl]methyl]-2,3-dihydro-1λ6,5-benzothiazepin-4-one